C(C)(C)(C)NC(=O)NC=1C=C2N=CC(N(C2=CC1)[C@@H](C)C1=CC(=CC=C1)OCC(F)(F)F)=O (S)-1-(tert-butyl)-3-(2-oxo-1-(1-(3-(2,2,2-trifluoroethoxy)phenyl)ethyl)-1,2-dihydroquinoxalin-6-yl)urea